10-oxo-12-(3-methoxyphenyl)-11-(3-methoxybenzyl)-3,6,9-trioxa-11-aza-dodecyl-N,N-dimethyl-amine O=C(OCCOCCOCCN(C)C)N(CC1=CC(=CC=C1)OC)CC1=CC(=CC=C1)OC